N-(6-amino-5-methylpyridin-3-yl)-2-(2-cyclohexylpiperidin-1-yl)-2-oxoacetamide NC1=C(C=C(C=N1)NC(C(=O)N1C(CCCC1)C1CCCCC1)=O)C